N-(3-(1-(1-(4-(5-(difluoromethyl)-1,3,4-oxadiazol-2-yl)phenyl)butyl)-1H-1,2,3-triazol-4-yl)phenyl)morpholine-4-carboxamide FC(C1=NN=C(O1)C1=CC=C(C=C1)C(CCC)N1N=NC(=C1)C=1C=C(C=CC1)NC(=O)N1CCOCC1)F